3-amino-5-bromo-4-(piperidin-1-yl)benzoic acid methyl ester COC(C1=CC(=C(C(=C1)Br)N1CCCCC1)N)=O